FC=1C=C(OC2=C3CC([C@H](C3=C(C=C2)I)OCOCC)(F)F)C=C(C1)F (1S)-4-(3,5-difluorophenoxy)-1-(ethoxymethoxy)-2,2-difluoro-7-iodo-indane